(1R,3S,5R)-N-((S)-3-oxo-1-((S)-2-oxopyrrolidin-3-yl)-4-(trifluoromethoxy)butan-2-yl)-2-((R)-tetrahydrofuran-2-carbonyl)-2-azabicyclo[3.1.0]hexane-3-carboxamide O=C([C@H](C[C@H]1C(NCC1)=O)NC(=O)[C@H]1N([C@@H]2C[C@@H]2C1)C(=O)[C@@H]1OCCC1)COC(F)(F)F